4-methyl-2,6-diphenyl-1H-pyrrolo[3,4-c]pyridine-1,3(2H)-dione CC1=NC(=CC2=C1C(N(C2=O)C2=CC=CC=C2)=O)C2=CC=CC=C2